NC1=CC=C(C=C1)N(C(=S)N)C 1-(4-aminophenyl)-1-methylthiourea